COC(C1=CC=C(C=C1)CN(C(=O)OC1=CC=C(C=C1)[N+](=O)[O-])C1=CC(=CC=C1)F)=O.FC=1C=C(C=CC1)N(C(=O)N1CCOCC1)CC1=CC=C(C(=O)OC)C=C1 methyl 4-((N-(3-fluorophenyl)morpholine-4-carboxamido)methyl)benzoate Methyl-4-(((3-fluorophenyl)((4-nitrophenoxy)carbonyl)amino)methyl)benzoate